Silver (I) dicyanide [Ag-](C#N)C#N